2-(4-Bromothiophene-2-yl)-6-(3,4-dimethoxyphenyl)pyrazine BrC=1C=C(SC1)C1=NC(=CN=C1)C1=CC(=C(C=C1)OC)OC